2-t-butylamino-4-ethylamino-6-methylsulfanyl-1,3,5-triazine C(C)(C)(C)NC1=NC(=NC(=N1)NCC)SC